S1C(=NC2=C1C=CC=C2)NCC(=O)NCCCCCCC 2-(2-benzo[d]thiazolylamino)-N-heptylacetamide